2-[(2S)-4-[7-(8-ethyl-1-naphthyl)-2-[[(2S)-1-methylpyrrolidin-2-yl]methoxy]-6,8-dihydro-5H-pyrido[3,4-d]pyrimidin-4-yl]piperazin-2-yl]acetonitrile C(C)C=1C=CC=C2C=CC=C(C12)N1CC=2N=C(N=C(C2CC1)N1C[C@@H](NCC1)CC#N)OC[C@H]1N(CCC1)C